C=C(C(=O)O)Cl The molecule is a chlorocarboxylic acid that is acrylic acid in which the hydrogen at position 2 is substituted by chlorine. It has a role as a metabolite. It is a chlorocarboxylic acid and an alpha,beta-unsaturated monocarboxylic acid. It derives from an acrylic acid. It is a conjugate acid of a 2-chloroacrylate.